N[11C@@H](CCSC)C(=O)O [11C]-methionine